N-(3-bromo-4-methoxyphenyl)-4,6-bis(trifluoromethyl)-1H-benzo[d]imidazol-2-amine BrC=1C=C(C=CC1OC)NC1=NC2=C(N1)C=C(C=C2C(F)(F)F)C(F)(F)F